4-(3-methyl-7-oxo-2-(o-tolyl)-4,7-dihydropyrazolo[1,5-a]pyrimidin-5-yl)benzoic acid CC=1C(=NN2C1NC(=CC2=O)C2=CC=C(C(=O)O)C=C2)C2=C(C=CC=C2)C